CCCCCCCCCCCCCCCCC(C(=O)O)Br bromostearic acid